(3-bromopyridin-2-yl)boronic acid BrC=1C(=NC=CC1)B(O)O